(2-(benzo[c][1,2,5]oxadiazol-5-ylmethoxy)-4-((2-bromo-[1,1'-biphenyl]-3-yl)methoxy)-5-chlorobenzyl-ethyl)-D-serine ethyl ester hydrochloride Cl.C(C)OC([C@H](NCCCC1=C(C=C(C(=C1)Cl)OCC=1C(=C(C=CC1)C1=CC=CC=C1)Br)OCC1=CC=2C(=NON2)C=C1)CO)=O